henicosyl methacrylate C(C(=C)C)(=O)OCCCCCCCCCCCCCCCCCCCCC